2-heptyl-4-(3,4-dichlorobenzylamino)-7-methoxychroman C(CCCCCC)C1OC2=CC(=CC=C2C(C1)NCC1=CC(=C(C=C1)Cl)Cl)OC